FC1=C(C=CC(=C1)F)C1C(NC=2C=C(C=C(C2C1=O)C(=O)OC)F)C1CN(CC1)CCOC methyl 3-(2,4-difluorophenyl)-7-fluoro-2-[1-(2-methoxyethyl)pyrrolidin-3-yl]-4-oxo-2,3-dihydro-1H-quinoline-5-carboxylate